7-ethyl-4-(4-Fluoro-3-(4,4,5,5-tetramethyl-1,3,2-dioxaborolan-2-yl)phenyl)-7H-imidazo[4,5-c]pyridine C(C)C1C=2C(=C(N=C1)C1=CC(=C(C=C1)F)B1OC(C(O1)(C)C)(C)C)N=CN2